(4-(4-bromo-1H-pyrazol-1-yl)butyl)-3-fluoro-7-(2-methoxyethoxy)-indole BrC=1C=NN(C1)CCCCC=1NC2=C(C=CC=C2C1F)OCCOC